CN(C(=O)[C@@H]1[C@H]2[C@@H](C(N1C1=NC(=CC(=C1)C(F)(F)F)C)=O)OC(O2)(C)C)C2=CC=C1C(=N2)NC=C1 (3aS,4S,6aS)-N,2,2-trimethyl-5-(6-methyl-4-(trifluoromethyl)pyridin-2-yl)-6-oxo-N-(1H-pyrrolo[2,3-b]pyridin-6-yl)tetrahydro-3aH-[1,3]dioxolo[4,5-c]pyrrole-4-carboxamide